C(C)(C)(C)OC(=O)N1C(CC(CC1)C=1C=C2C(=C(NC2=CC1)C1=CC(=C(C=C1)OC)OC)C(C)C)=O 4-(2-(3,4-Dimethoxyphenyl)-3-isopropyl-1H-indol-5-yl)-2-oxopiperidine-1-carboxylic acid tert-butyl ester